1-(2,3-difluorobenzyl)-6-(4-methoxy-5H-pyrrolo[3,2-d]pyrimidin-5-yl)-2-methyl-1H-imidazo[4,5-b]pyridine FC1=C(CN2C(=NC3=NC=C(C=C32)N3C=CC=2N=CN=C(C23)OC)C)C=CC=C1F